R-isopropyl-2-oxazolidone C(C)(C)[C@@H]1C(N=[C-]O1)=O